C1(CC1)C1=C(C=NN1C1=CC=CN2C1=NC=CC2=C=O)C(=O)NC2=CC(=NC=C2)C(F)(F)F 5-cyclopropyl-1-(4-carbonyl-4H-pyrido[1,2-a]pyrimidin-9-yl)-N-(2-(trifluoromethyl)pyridin-4-yl)-1H-pyrazole-4-carboxamide